1-(4-fluorophenyl)-N,N-dimethyl-methylamine FC1=CC=C(C=C1)CN(C)C